tert-butyl (cyclopropylmethyl)((3R)-1-(1-(1-(4-(6-methylpyrazin-2-yl)-1H-1,2,3-triazol-1-yl)ethyl)-2-oxo-1,2-dihydropyridin-4-yl)piperidin-3-yl)carbamate C1(CC1)CN(C(OC(C)(C)C)=O)[C@H]1CN(CCC1)C1=CC(N(C=C1)C(C)N1N=NC(=C1)C1=NC(=CN=C1)C)=O